O=C1NCC2=C(C=C(C=C12)C1CN(CCC1)C(=O)OC(C)(C)C)C(F)(F)F tert-butyl 3-(3-oxo-7-(trifluoromethyl)isoindolin-5-yl)piperidine-1-carboxylate